7'-((1R,3R)-3-Hydroxycyclohexyl)-2'-(((3R,4S)-3-methylpiperidin-4-yl)amino)spiro[cyclopropane-1,5'-pyrrolo[2,3-d]pyrimidin]-6'(7'H)-one O[C@H]1C[C@@H](CCC1)N1C(C2(C3=C1N=C(N=C3)N[C@@H]3[C@@H](CNCC3)C)CC2)=O